NC1=NN(C(=C1)C=1C=C2CNC(C2=C(C1)C)=O)C 5-(3-amino-1-methyl-1H-pyrazol-5-yl)-7-methyl-isoindolin-1-one